ethylenediamine tetramethylene phosphate P1(=O)(OCCCCO1)O.C(CN)N